C(=O)O.N1(CCC1)CC1=C(CNC=2C(=CC(=NC2)S(=O)(=O)NC=2N=CSC2)C)C(=CC=C1)F 5-((2-(azetidin-1-ylmethyl)-6-fluorobenzyl)amino)-4-methyl-N-(thiazol-4-yl)pyridine-2-sulfonamide formic acid salt